6-(8-chloro-4-(isothiazol-5-ylmethyl)-5,6-dihydro-4H-[1,4]oxazepino[5,6,7-de]quinazolin-9-yl)-N,N-bis(4-methoxybenzyl)-4-methyl-5-(trifluoromethyl)pyridin-2-amine ClC1=C2C=3C(=NC=NC3C=C1C1=C(C(=CC(=N1)N(CC1=CC=C(C=C1)OC)CC1=CC=C(C=C1)OC)C)C(F)(F)F)N(CCO2)CC2=CC=NS2